C(#N)C1=CC=C(OCC2=NN=C(S2)C2=C(C(=O)N)C(=CC(=N2)C)C2=C(C=CC=C2)OC)C=C1 (5-((4-cyanophenoxy)methyl)-1,3,4-thiadiazol-2-yl)-4-(2-methoxyphenyl)-6-methylnicotinamide